The molecule is an aromatic ether, being the (2S)-3-(tert-butylamino)-2-hydroxypropyl ether of the phenolic hydroxy group of (6S,7R)-5,6,7,8-tetrahydronaphthalene-1,6,7-triol. It is a triol, a secondary amino compound and an aromatic ether. It is an enantiomer of a (2R,3S,2'R)-nadolol. CC(C)(C)NC[C@@H](COC1=CC=CC2=C1C[C@H]([C@H](C2)O)O)O